(R)-5-(2-(azetidin-1-yl)ethoxy)-N-(1-(3,5-bis(1-methyl-1H-pyrazol-4-yl)phenyl)ethyl)-2-methylbenzamide N1(CCC1)CCOC=1C=CC(=C(C(=O)N[C@H](C)C2=CC(=CC(=C2)C=2C=NN(C2)C)C=2C=NN(C2)C)C1)C